10-phenyl-9-(2,4,6-trimethylphenyl)acridine tetrafluoroborate F[B-](F)(F)F.C1(=CC=CC=C1)N1C=2C=CC=CC2C(C2=CC=CC=C12)C1=C(C=C(C=C1C)C)C